bicyclo[4.1.0]heptan-3-amine hydrochloride Cl.C12CC(CCC2C1)N